FC1=CN=C(C(=N1)C(=O)N)O 6-fluoro-3-hydroxypyrazine-2-carboxamide